NCCCCCCCC(=O)O 8-amino-octanoic acid